P(=O)([O-])([O-])[O-].C(C)[N+](CC)(CC)CC.C(C)[N+](CC)(CC)CC.C(C)[N+](CC)(CC)CC tetraethyl-ammonium phosphate